ClC1=C2C(=NC=C1)NCC2(CC)C=2C=C(C=CC2)N2C(CN(CC2)CCCN2CCN(CC2)C=2C=C1C(N(C(C1=CC2F)=O)C2C(NC(CC2)=O)=O)=O)=O 5-(4-{3-[4-(3-{4-chloro-3-ethyl-1H-pyrrolo[2,3-b]pyridin-3-yl}phenyl)-3-oxopiperazin-1-yl]propyl}piperazin-1-yl)-2-(2,6-dioxopiperidin-3-yl)-6-fluoroisoindole-1,3-dione